5-bromo-7-fluoro-1-methyl-benzimidazole BrC1=CC2=C(N(C=N2)C)C(=C1)F